N[C@H]1[C@H](CCC1)C(=O)O (1S,2R)-2-Aminocyclopentane-1-carboxylic acid